CC1=CC=CC(=N1)C1=NN(C=C1C1=CC=NC2=CC=CC=C12)C1=CC=CC=C1 3-(6-methyl-2-pyridinyl)-N-phenyl-4-(4-quinolinyl)-1H-pyrazole